(R)-4-(4-((1-(3-(difluoromethyl)-2-fluorophenyl)ethyl)amino)-2-methyl-8,9-dihydrofuro[2,3-h]quinazolin-6-yl)piperazin-2-one FC(C=1C(=C(C=CC1)[C@@H](C)NC1=NC(=NC2=C3C(=C(C=C12)N1CC(NCC1)=O)OCC3)C)F)F